FC1(OC2=C(O1)C=CC(=C2)CNC(C2=CC(=CC=C2)C#CC2=NC=CC=N2)=O)F N-[(2,2-difluoro-1,3-benzodioxol-5-yl)methyl]-3-(2-pyrimidin-2-ylethynyl)benzamide